C(C)(C)(C)OC(=O)N1C[C@@H]([C@H](CC1)C1=CC=C2C(=NN(C2=C1)C)C=1C(=NC(=CC1)OCC1=CC=CC=C1)OCC1=CC=CC=C1)O (3r,4r)-4-[3-(2,6-dibenzyloxy-3-pyridinyl)-1-methyl-indazol-6-yl]-3-hydroxy-piperidine-1-carboxylic acid tert-butyl ester